tert-butyl N-({5-[4-(1-{[5-(4-fluorophenoxy)pyridin-2-yl]carbamoyl}ethyl)-2,2-dimethylpiperazine-1-carbonyl]-2-methoxypyridin-3-yl}methyl)-N-methylcarbamate FC1=CC=C(OC=2C=CC(=NC2)NC(=O)C(C)N2CC(N(CC2)C(=O)C=2C=C(C(=NC2)OC)CN(C(OC(C)(C)C)=O)C)(C)C)C=C1